6-((4-chloro-1H-pyrazol-1-yl)methyl)-2-(pyridin-4-yl)-4-(2,8-diazaspiro[4.5]decan-8-yl)pyrido[3,4-d]pyrimidine hydrochloride Cl.ClC=1C=NN(C1)CC1=CC2=C(N=C(N=C2N2CCC3(CCNC3)CC2)C2=CC=NC=C2)C=N1